FC=1C(=C(C=CC1F)[C@H]1[C@@H](O[C@]([C@H]1C)(C(F)(F)F)C)C=1NC(=CC(C1C(=O)OCC)=O)C)OC ethyl 2-((2R,3S,4S,5R)-3-(3,4-difluoro-2-methoxyphenyl)-4,5-dimethyl-5-(trifluoromethyl)tetrahydrofuran-2-yl)-6-methyl-4-oxo-1,4-dihydropyridine-3-carboxylate